benzyl 4-{[1-methoxy-1-oxapropan-2-yl]carbamoyl}-2,2,5-trimethyloxazolidine-3-carboxylate COOC(C)NC(=O)C1N(C(OC1C)(C)C)C(=O)OCC1=CC=CC=C1